C(C1=CC=CC=C1)OCC1CNC1 3-[(benzyloxy)methyl]azetidine